ketoammonium O=[NH2+]